(1r,8s,9r,z)-bicyclo[6.1.0]non-4-ene-9-carboxylic acid [C@H]12CC\C=C/CC[C@@H]2C1C(=O)O